NC=1C=C(C=C(C1)C(COC)(F)F)[C@@H](C)NC1=NC(=NC2=CC(=C(C=C12)C1(CCOCC1)OC)OC)C (R)-N-(1-(3-Amino-5-(1,1-difluoro-2-methoxyethyl)phenyl)ethyl)-7-methoxy-6-(4-methoxytetrahydro-2H-pyran-4-yl)-2-methylquinazolin-4-amine